(1aRS,7bSR)-5-{2-[(Z)-3-(pyrrolidin-1-yl)prop-1-enyl]-4-fluorobenzenesulfonylamino}-1,1a,2,7b-tetrahydro-cyclopropa[c]chromene-4-carboxylic acid N1(CCCC1)C\C=C/C1=C(C=CC(=C1)F)S(=O)(=O)NC1=CC=C2[C@@H]3[C@H](COC2=C1C(=O)O)C3 |r|